FC1=CC(=NC=C1)CC[C@@H](C)[C@H]1CC[C@H]2[C@@H]3CC=C4C[C@H](CC[C@@]4([C@H]3CC[C@]12C)C)O (3S,8S,9S,10R,13R,14S,17R)-17-((R)-4-(4-fluoropyridin-2-yl)butan-2-yl)-10,13-dimethyl-2,3,4,7,8,9,10,11,12,13,14,15,16,17-tetradecahydro-1H-cyclopenta[a]phenanthren-3-ol